1-amino-3a-(4-bromophenyl)-3-(3-fluorophenyl)-6,8-dimethoxy-1,2,3,3a-tetrahydro-8bH-cyclopenta[b]benzofuran-8b-ol NC1CC(C2(OC3=C(C21O)C(=CC(=C3)OC)OC)C3=CC=C(C=C3)Br)C3=CC(=CC=C3)F